(1R,2R,4S,5S,6S,7R)-7-(2-methylpyridin-4-yl)-N-[3-(trifluoromethyl)phenyl]-8-oxatricyclo[3.2.1.02,4]octane-6-carboxamide CC1=NC=CC(=C1)[C@H]1[C@@H]([C@@H]2[C@H]3C[C@H]3[C@H]1O2)C(=O)NC2=CC(=CC=C2)C(F)(F)F